C(CCC)P(CCCC)CCCC tris-(n-butyl)phosphine